N[C@H]1C2N(CC1CC2)C(=O)C2=CC1=C(N(C(=N1)C=1N(C3=CC(=CC=C3C1)N1CCC3(CNC(O3)=O)CC1)CC1CC1)C)C(=C2)OC 8-(2-{5-[(7R)-7-amino-2-azabicyclo[2.2.1]heptane-2-carbonyl]-7-methoxy-1-methyl-1H-1,3-benzodiazol-2-yl}-1-(cyclopropylmethyl)-1H-indol-6-yl)-1-oxa-3,8-diazaspiro[4.5]decan-2-one